C(C)N(C(CCC=1SC(=C(N1)COC=1C=2N(C=C(C1)OC)N=C(C2)C=2N=C1SC(=NN1C2)OC)C)=O)C N-ethyl-3-(4-(((6-methoxy-2-(2-methoxyimidazo[2,1-b][1,3,4]thiadiazol-6-yl)pyrazolo[1,5-a]pyridin-4-yl)oxy)methyl)-5-methylthiazol-2-yl)-N-methylpropanamide